C(=O)O.ClC1=C(C=C(C=C1)Cl)C1=NC(=NC=C1)C(=O)NC1=C(C=C(C=C1C)CCN(C)C)C 4-(2,5-Dichlorophenyl)-N-(4-(2-(dimethylamino)ethyl)-2,6-dimethylphenyl)pyrimidine-2-carboxamide formic acid salt